C(C)(C)(C)OC(=O)NC=1C=C(OCC(=O)OCC)C=CC1 ethyl 2-(3-((tert-butoxycarbonyl)amino)phenoxy)acetate